2-[4-[2-hydroxy-3-(propan-2-ylamino)propoxy]phenyl]acetamide OC(COC1=CC=C(C=C1)CC(=O)N)CNC(C)C